(2R)-N-((S)-(3-chloro-4-(trifluoromethoxy)phenyl)(2-(trifluoromethyl)oxazol-4-yl)methyl)-2-methyl-3-oxopiperazine-1-carboxamide ClC=1C=C(C=CC1OC(F)(F)F)[C@H](NC(=O)N1[C@@H](C(NCC1)=O)C)C=1N=C(OC1)C(F)(F)F